(7R,14R)-1-(difluoromethoxy)-11-(5-(dimethylphosphoryl)-6-fluoro-4-methylpyridin-2-yl)-6-(methyl-d3)-6,7-dihydro-7,14-methanobenzo[f]benzo[4,5]imidazo[1,2-a][1,4]diazocin-5(14H)-one FC(OC1=CC=CC=2C(N([C@H]3C=4N([C@@H](C21)C3)C3=C(N4)C=CC(=C3)C3=NC(=C(C(=C3)C)P(=O)(C)C)F)C([2H])([2H])[2H])=O)F